CC(C)(C1=CC=C(C=C1)C1=C2C(OC(C2=CC=C1)=O)=O)C1=CC=C(C=C1)C1=C2C(OC(C2=CC=C1)=O)=O (propane-2,2-diylbis(4,1-phenylene))bis(isobenzofuran-1,3-dione)